C(C1=CC=CC=C1)OC(NC1=CC=CC=2N=C(SC21)C2=C1N=CC(=NC1=CC(=C2)C)OC(F)F)=O 2-(2-(difluoromethoxy)-7-methylquinoxalin-5-yl)benzo[d]thiazol-7-ylcarbamic acid benzyl ester